N1(CCCCC1)C(=O)OCCNC1=CC=C2C(=NN(C2=C1)C)C=1C(=NC(=CC1)OCC1=CC=CC=C1)OCC1=CC=CC=C1 2-((3-(2,6-bis(benzyloxy)pyridin-3-yl)-1-methyl-1H-indazol-6-yl)amino)ethyl piperidine-1-carboxylate